ClC1=CC=C(CN2N(C3=C(CN(CC3)CC=3C=C(C#N)C=C(C3)F)C2=O)C)C=C1 3-((2-(4-chlorobenzyl)-1-methyl-3-oxo-1,2,3,4,6,7-hexahydro-5H-pyrazolo[4,3-c]pyridin-5-yl)methyl)-5-fluorobenzonitrile